COC1=CC=C(C=C1)CN1C(NC2=C1C(=CC=C2)C#N)=O 3-[(4-methoxyphenyl)methyl]-2-oxo-1H-benzo[d]imidazole-4-carbonitrile